(1S,3'R,6'S,8'E)-6-CHLORO-3,4-DIHYDRO-2H,15'H-SPIRO[NAPHTHALENE-1,22'-[20]OXA[13]THIA[1,14]DIAZATETRACYCLO[14.7.2.03,6.019,24]PENTACOSA[8,16,18,24]TETRAEN]-15'-ONE 13',13'-DIOXIDE ClC=1C=C2CCC[C@]3(COC4=CC=C5C(NS(CCC/C=C/C[C@@H]6CC[C@H]6CN(C3)C4=C5)(=O)=O)=O)C2=CC1